O1COC2=C1C=CC(=C2)C(CNC)=O 1-(Benzo[d][1,3]dioxol-5-yl)-2-(methylamino)ethan-1-one